C(C)(C)(C)OC(=O)N1CC2(C1)CC(C2)CC=2N=CC1=C(N2)NC=C1I 6-[(5-iodo-7H-pyrrolo[2,3-d]pyrimidin-2-yl)methyl]-2-azaspiro[3.3]heptane-2-carboxylic acid tert-butyl ester